C1(=CC=CC=C1)CN1OC(C(=C1)C(F)(F)F)=O 2-(phenylmethyl)-4-(trifluoromethyl)isoxazol-5-one